4-mercaptobutanamidine SCCCC(=N)N